OC=1C(=C(C(=CC1Cl)O)C1(C(C=C(C=C1)Cl)O)Cl)Cl 4-Hydroxy-2',3,5,5'-tetrachlorobiphenol